2-cyclopropylacetaldehyde C1(CC1)CC=O